NC=1N=C2C=CC(=CC2=C2C=CC=CC12)C(=O)N(N1C(CCC1)=O)CC1=NC2=C(N1)C=C(C=C2)Cl 6-amino-N-((6-chloro-1H-benzo[d]imidazol-2-yl)methyl)-N-(2-oxopyrrolidin-1-yl)phenanthridine-2-carboxamide